4-(5-(1-(2-amino-2-oxoethyl)piperidin-4-yl)-2-(7,8-dimethyl-[1,2,4]triazolo[1,5-a]pyridin-6-yl)-3-isopropyl-1H-indol-1-yl)-4-oxobutyl dibenzyl phosphate P(=O)(OCCCC(=O)N1C(=C(C2=CC(=CC=C12)C1CCN(CC1)CC(=O)N)C(C)C)C=1C(=C(C=2N(C1)N=CN2)C)C)(OCC2=CC=CC=C2)OCC2=CC=CC=C2